2-(3-Amino-2-methoxyphenyl)-4,6-dihydropyrrolo[3,4-c]pyrazole-5(2H)-carboxylate NC=1C(=C(C=CC1)N1N=C2C(=C1)CN(C2)C(=O)[O-])OC